3-((S)-2-hydroxy-3-((R)-8-(1-methyl-1H-imidazo[4,5-b]pyridin-6-ylsulfonyl)-1-oxa-8-azaspiro[4.5]dec-3-ylamino)propoxy)-N-methylbenzenesulfonamide O[C@H](COC=1C=C(C=CC1)S(=O)(=O)NC)CN[C@H]1COC2(C1)CCN(CC2)S(=O)(=O)C=2C=C1C(=NC2)N=CN1C